[Au](C#N)(C#N)C#N.C1(=CC=CC=C1)C1(NC=CC=C1)NC=O 2-phenyl-(pyridin-2-yl)formamide gold cyanide